FC=1C=C2C=CNC2=CC1F 5,6-difluoro-1H-indole